C(C)(=O)OC[C@@H](COC1=C(C=C(C=C1)S(=O)(=O)C1=CC(=C(C=C1)OC[C@@H](CCl)OC(C)=O)Cl)Cl)OC(C)=O (R)-3-(4-((4-((S)-2-acetoxy-3-chloropropoxy)-3-chlorophenyl)sulfonyl)-2-chlorophenoxy)propane-1,2-diyl diacetate